benzyl 1',2'-dihydrospiro[piperidine-4,3'-pyrrolo[2,3-c]pyridine]-1-carboxylate N1CC2(C=3C1=CN=CC3)CCN(CC2)C(=O)OCC2=CC=CC=C2